CC1(OCCO1)CCC(=O)OC methyl 2-methyl-1,3-dioxolane-2-propanoate